7-((benzyloxy)methyl)-3-methyl-5-(2-methyl-4-(6-(trifluoromethyl)quinazolin-2-yl)phenyl)-6,7-dihydropyrazolo[1,5-a]pyrazin-4(5H)-one C(C1=CC=CC=C1)OCC1CN(C(C=2N1N=CC2C)=O)C2=C(C=C(C=C2)C2=NC1=CC=C(C=C1C=N2)C(F)(F)F)C